2-bromo-1-chloro-4-(dimethoxymethyl)benzene BrC1=C(C=CC(=C1)C(OC)OC)Cl